[3-[[2-(3-carbamimidoylphenyl)-1-thiazol-2-yl-ethyl]sulfamoyl]phenyl]acetamide C(N)(=N)C=1C=C(C=CC1)CC(C=1SC=CN1)NS(=O)(=O)C=1C=C(C=CC1)CC(=O)N